3-(3-benzyloxycarbonyl-4-methyl-phenyl)-8-azabicyclo[3.2.1]oct-2-ene-8-carboxylic acid tert-butyl ester C(C)(C)(C)OC(=O)N1C2C=C(CC1CC2)C2=CC(=C(C=C2)C)C(=O)OCC2=CC=CC=C2